COC(C1=CC(=C(C=C1)C)NC(=O)C1=CN=C(S1)Br)=O 3-[(2-bromo-1,3-thiazole-5-carbonyl)amino]-4-methylbenzoic acid methyl ester